OC=1C(=C(CN2C(N(C(N(C2=O)CC2=C(C(=C(C=C2C)C(C)(C)C)O)C)=O)CC2=C(C(=C(C=C2C)C(C)(C)C)O)C)=O)C(=CC1C(C)(C)C)C)C 1,3,5-tris(3-hydroxy-4-t-butyl-2,6-dimethylbenzyl)-1,3,5-triazine-2,4,6(1H,3H,5H)-trione